C(#N)C=1C=CC(=C2C=CC=NC12)N1C[C@@H]2N([C@@H](C1)C)CCN(C2)CC2=CC=C1CCN(CC1=C2)C(=O)OC(C)(C)C tert-butyl 7-[[cis-2-(8-cyano-5-quinolyl)-4-methyl-3,4,6,7,9,9a-hexahydro-1H-pyrazino[1,2-a]pyrazin-8-yl]methyl]-3,4-dihydro-1H-isoquinoline-2-carboxylate